Rac-(4aS,8aS)-3-oxo-hexahydro-2H-pyrido[4,3-b][1,4]Oxazine-6(5H)-carboxylic acid benzyl ester C(C1=CC=CC=C1)OC(=O)N1C[C@H]2[C@@H](OCC(N2)=O)CC1 |r|